FCC[C@]1(COC[C@H](O1)COC1=CC=C(C=C1)C=1C=C(C(NC1C(F)(F)F)=O)C(=O)N)C 5-(4-(((2S,6S)-6-(2-fluoroethyl)-6-methyl-1,4-dioxan-2-yl)methoxy)phenyl)-2-oxo-6-(trifluoromethyl)-1,2-dihydropyridine-3-carboxamide